(Z)-4-((4-(tert-butyl)benzyl)thio)-N'-hydroxy-3-(1-methyl-5-(trifluoromethyl)-1H-benzo[d]imidazol-2-yl)benzimidamide C(C)(C)(C)C1=CC=C(CSC2=C(C=C(/C(/N)=N/O)C=C2)C2=NC3=C(N2C)C=CC(=C3)C(F)(F)F)C=C1